3-(benzo[d]thiazol-7-ylmethoxy)-1-((1R,5S)-8-(3-fluoropyridin-4-yl)-3,8-diazabicyclo[3.2.1]octan-3-yl)propan-1-one S1C=NC2=C1C(=CC=C2)COCCC(=O)N2C[C@H]1CC[C@@H](C2)N1C1=C(C=NC=C1)F